3,5-diphenyl-1H-1,2,4-Triazole C1(=CC=CC=C1)C1=NNC(=N1)C1=CC=CC=C1